FC=1C(=NC(NC1)=O)N 5-fluorocytosin